FC1=C(CN2[C@@H](CCC2=O)CC(=O)N[C@@H](C(C)C)C(=O)OCC2=C(C=CC=C2)C#N)C=CC=C1F 2-Cyanobenzyl (2-((S)-1-(2,3-difluorobenzyl)-5-oxopyrrolidin-2-yl)acetyl)-L-valinate